BrC1=NC=C(C(=O)OC)C=C1 methyl 6-bromonicotinate